N-[3,4-Dichloro-10-(1H-pyrazol-4-yl)-6,7,8,9-tetrahydropyrido[1,2-a]indol-7-yl]methanesulfonamide ClC1=CC=C2C(=C3N(C2=C1Cl)CC(CC3)NS(=O)(=O)C)C=3C=NNC3